C(C)(C)(C)OC=1C=C(C=C)C=CC1 M-tert-butoxystyrene